(4R)-3-{3-fluoro-4-[5-(trifluoromethyl)-1,2,4-oxadiazol-3-yl]phenyl}-4-phenyl-1,3-oxazolidin-2-one FC=1C=C(C=CC1C1=NOC(=N1)C(F)(F)F)N1C(OC[C@H]1C1=CC=CC=C1)=O